2-(3,5-Dimethylpyrazol-1-yl)succinic acid CC1=NN(C(=C1)C)C(C(=O)O)CC(=O)O